ClC=1C=CC2=C(C=C(O2)C(=O)N)C1 5-chloro-benzofuran-2-carboxamide